C(C)(=O)NC1=CC=C(C=C1)C1=C2CN(C(C2=CC=C1)=O)C(C(=O)NC(C(=O)OC(C)(C)C)=C)=C tert-butyl 2-(2-(4-(4-acetamidophenyl)-1-oxoisoindolin-2-yl)acrylamido)acrylate